[N+](=O)([O-])C1=CC=C(C=C1)N1CCC(CC1)OCC1CCNCC1 1-(4-Nitrophenyl)-4-(piperidin-4-ylmethoxy)piperidine